C1(CC1)C(C(=O)N1CCC2(CC(C2)NC2=NC=NC(=C2)C(=O)N2C[C@H]([C@@H](CC2)N2CC3=CC=CC=C3CC2)O)CC1)=O Cyclopropyl-2-(2-((6-(trans-4-(3,4-dihydroisoquinolin-2(1H)-yl)-3-hydroxypiperidine-1-carbonyl)pyrimidine-4-yl)amino)-7-azaspiro[3.5]nonan-7-yl)ethane-1,2-dione